C(=CC)OC1=C(C(=C(C=C1)B(O)O)F)F 4-propenyloxy-2,3-difluorobenzeneboronic acid